C12N(CC(NC1)C2)C=2C=C1CN(CC1=CC2F)C2C(NC(CC2)=O)=O 5-(2,5-diazabicyclo[2.2.1]heptane-2-yl)-2-(2,6-dioxopiperidin-3-yl)-6-fluoroisoindoline